C(C)C(CN(C(=O)C1OCCC1)CC(CCCC)CC)CCCC N,N-bis(2-ethylhexyl)-2-oxolanecarboxamide